N1(CCCC1)CC1=CC=C(S1)CN1C(NC=2C=NC=3C=CC=CC3C21)=S 1-({5-[(pyrrolidin-1-yl)methyl]thiophen-2-yl}methyl)-1,3-dihydro-2H-imidazo[4,5-c]quinoline-2-thione